ClC1=CC=C(C=C1)[C@H]1OC1 |r| racemic-2-(p-chlorophenyl)oxirane